C(CCCCCCCCCCCCCCCCCCCCCCCCCCCCCCCCCCC)(=O)OCCCCCCCCCCCCCCCC hexadecan-1-yl hexatriacontanoate